C(C)(C)(C)OC(=O)N1CCN(CC1)C1=NC2=CC=C(C=C2C=C1Cl)C#C 4-(3-chloro-6-ethynyl-2-quinolinyl)piperazine-1-carboxylic acid tert-butyl ester